5-cyclobutyl-4-((2S,5R)-2,5-dimethylpiperazin-1-yl)-7-(3-fluorophenyl)-7H-pyrrolo[2,3-d]pyrimidine C1(CCC1)C1=CN(C=2N=CN=C(C21)N2[C@H](CN[C@@H](C2)C)C)C2=CC(=CC=C2)F